C(C=CC)N1C(=NC2=C(C1=O)NC=C2)Cl 3-(but-2-en-1-yl)-2-chloro-3H,4H,5H-pyrrolo[3,2-d]pyrimidin-4-one